acrylic acid diethylaminoethyl ester C(C)N(CC)CCOC(C=C)=O